N-(2,4-dimethoxybenzyl)-5-iodo-7-methyl-7H-pyrrolo[2,3-d]pyrimidin-4-amine COC1=C(CNC=2C3=C(N=CN2)N(C=C3I)C)C=CC(=C1)OC